3-(5-(4-(2-(piperidin-4-yl)propan-2-yl)piperazin-1-yl)-3,4-dihydroquinolin-1(2H)-yl)piperidine-2,6-dione N1CCC(CC1)C(C)(C)N1CCN(CC1)C1=C2CCCN(C2=CC=C1)C1C(NC(CC1)=O)=O